C(C)OCC 1-ethylether